tetraoctyl 3,3',3'',3'''-((((6-((2-hydroxyethyl)amino)-1,3,5-triazine-2,4-diyl)bis(azanediyl))bis(propane-3,1-diyl))bis(azanetriyl))tetrapropionate OCCNC1=NC(=NC(=N1)NCCCN(CCC(=O)OCCCCCCCC)CCC(=O)OCCCCCCCC)NCCCN(CCC(=O)OCCCCCCCC)CCC(=O)OCCCCCCCC